C(#N)[C@H](C[C@@H]1C(NCCC1)=O)NC(=O)[C@@H]1N([C@@H]2CC([C@H]1CC2)(F)F)C([C@H](C(C)(C)C)NC(C(F)(F)F)=O)=O (1S,3R,4S)-N-[(1S)-1-cyano-2-[(3R)-2-oxo-3-piperidyl]ethyl]-2-[(2S)-3,3-dimethyl-2-[(2,2,2-trifluoroacetyl)amino]butanoyl]-5,5-difluoro-2-azabicyclo[2.2.2]octane-3-carboxamide